fluoroiodate I(=O)(=O)F